C1(CC1)C=1N=CC2=CC3=C(C(=C2C1)S(NCC(C)(C)F)(=O)=O)CC(C3)NC(=O)C=3N(N=CC3)C N-[3-cyclopropyl-5-[(2-fluoro-2-methylpropyl)sulfamoyl]-7,8-dihydro-6H-cyclopenta[g]isoquinolin-7-yl]-2-methylpyrazole-3-carboxamide